CN1N=CC(=C1)C1=NC=CC(=C1)OC=1C=C2C(NC(=NC2=CC1)CCC1=CC=CC=C1)=O 6-{[2-(1-methylpyrazol-4-yl)-4-pyridyl]oxy}-2-(2-phenylethyl)-3H-quinazolin-4-one